O(P([O-])(=O)OP(=O)([O-])OP(=O)([O-])[O-])C[C@]1(O[C@H]([C@@H]([C@@H]1O)O)C1=CC=C2C(=NC=NN21)N)CF.[Na+].[Na+].[Na+].[Na+] sodium ((2R,3S,4R,5S)-5-(4-aminopyrrolo[2,1-f][1,2,4]triazin-7-yl)-2-(fluoromethyl)-3,4-dihydroxytetrahydrofuran-2-yl)methyl triphosphate